1-[2-[6-(6-methylpyridazin-3-yl)oxypyrazolo[1,5-a]pyridin-3-yl]-4-[2-(2,2,2-trifluoroethyl)triazol-4-yl]-1,3-thiazol-5-yl]ethanol CC1=CC=C(N=N1)OC=1C=CC=2N(C1)N=CC2C=2SC(=C(N2)C2=NN(N=C2)CC(F)(F)F)C(C)O